2-((S)-1-((Z)-2-fluoro-3-(6-methylpyridin-2-yl)acryloyl)-4-(8-fluoro-7-(8-chloronaphthalen-1-yl)-2-(((S)-1-methylpyrrolidin-2-yl)methoxy)quinazolin-4-yl)piperazin-2-yl)acetonitrile F\C(\C(=O)N1[C@H](CN(CC1)C1=NC(=NC2=C(C(=CC=C12)C1=CC=CC2=CC=CC(=C12)Cl)F)OC[C@H]1N(CCC1)C)CC#N)=C/C1=NC(=CC=C1)C